N-(4-morpholinylpyrimidin-2-yl)-7-fluoroquinazolin-4-amine N1(CCOCC1)C1=NC(=NC=C1)NC1=NC=NC2=CC(=CC=C12)F